COC(COCCCOCCN(C(=O)OC(C)(C)C)C(=O)OC(C)(C)C)=O.ClCC1=CC(=CC(=C1)S(=O)(=O)C)F 1-(chloromethyl)-3-fluoro-5-methanesulfonylbenzene methyl-2-[3-[2-[bis(tert-butoxycarbonyl)amino]ethoxy]propoxy]acetate